(1-isopropyl-4-piperidyl)oxyl-2,3-dihydro-1,4-benzoxazepin-5-one Propyl-(S)-2-cyclopentylpropanoate C(CC)OC([C@@H](C)C1CCCC1)=O.C(C)(C)N1CCC(CC1)OC1OC2=C(C(NC1)=O)C=CC=C2